2,2-Bis(phenylselanyl)-1-(4-(trifluoromethyl)phenyl)ethan-1-one C1(=CC=CC=C1)[Se]C(C(=O)C1=CC=C(C=C1)C(F)(F)F)[Se]C1=CC=CC=C1